C(=O)(O)C1C2C(C3=CC=CC=C3C1C(=O)O)C(=O)OC2=O 3,4-dicarboxyl-1,2,3,4-tetrahydronaphthalenedicarboxylic anhydride